CC1(CCC1)NC(C)=O N-(1-methylcyclobutyl)acetamide